C(=O)(O)C1=CC=C(C=C1)CCN([C@H]1C=2C=CC(=NC2CCC1)C(=O)[O-])CCC1=C(C=CC=C1)OCC1=C(C=C(C=C1)C1=CC=C(C=C1)C(F)(F)F)Cl.[Na+] Monosodium (5R)-5-{[2-(4-carboxyphenyl)ethyl][2-(2-{[3-chloro-4'-(trifluoromethyl)[biphenyl]-4-yl]methoxy} phenyl)ethyl] amino}-5,6,7,8-tetrahydroquinoline-2-carboxylate